4-[2-[3-(1-methyl-3-piperidyl)pyrazol-1-yl]pyrido[3,2-d]pyrimidin-4-yl]morpholine CN1CC(CCC1)C1=NN(C=C1)C=1N=C(C2=C(N1)C=CC=N2)N2CCOCC2